1-fluorocyclohexanecarboxylic acid isopropyl ester C(C)(C)OC(=O)C1(CCCCC1)F